(2S,4S)-4-((tert-Butyldimethylsilyl)oxy)-2-(hydroxymethyl)pyrrolidine-1-carboxylic acid tert-butyl ester C(C)(C)(C)OC(=O)N1[C@@H](C[C@@H](C1)O[Si](C)(C)C(C)(C)C)CO